C(C1=CC=CC=C1)(=O)O[C@H]1[C@@H](OC([C@@H](C1)OC(C1=CC=CC=C1)=O)C)O (2R,3R,5R)-2-hydroxy-6-methyltetrahydro-2H-pyran-3,5-diyl dibenzoate